BrC1=NC2=C(N1CCOCCOC)C=CC=C2 2-bromo-1-(2-(2-methoxyethoxy)ethyl)-1H-benzo[d]imidazole